C(C)(C)(C)[Si](OCCN1CC(C1)(C)[C@](O)(C1=CC=C(C=C1)OC(F)(F)F)C1=CC(=CC=C1)Cl)(C)C (S)-{1-[2-(tert-Butyl-dimethyl-silanyloxy)-ethyl]-3-methyl-azetidin-3-yl}-(3-chloro-phenyl)-(4-trifluoromethoxy-phenyl)-methanol